2-[4-[4-[2-[1-(6,7-dihydro-5H-pyrrolo[1,2-c]imidazol-1-yl)-2-oxo-2-(thiazol-2-ylamino)ethyl]-7-fluoro-3-oxo-isoindolin-5-yl]phenoxy]-1-piperidinyl]-2-oxo-acetic acid ethyl ester C(C)OC(C(=O)N1CCC(CC1)OC1=CC=C(C=C1)C=1C=C2C(N(CC2=C(C1)F)C(C(NC=1SC=CN1)=O)C1=C2N(C=N1)CCC2)=O)=O